C[Si](CCO[Mg]Cl)(C)C 2-(trimethylsilyl)ethoxymagnesium chloride